C(C)N1N=C(C=C1)C=1C(=C(C=CC1)S)Cl (1-ethyl-1H-pyrazol-3-yl)-2-chloro-thiophenol